N-(piperidin-4-yl)piperazine-1-carboxamide tert-butyl-(3R)-3-[7-bromo-2-chloro-6-(trifluoromethyl)pyrido[3,2-d]pyrimidin-4-yl]oxypyrrolidine-1-carboxylate C(C)(C)(C)OC(=O)N1C[C@@H](CC1)OC=1C2=C(N=C(N1)Cl)C=C(C(=N2)C(F)(F)F)Br.N2CCC(CC2)NC(=O)N2CCNCC2